(R)-(2-((2-((3-isopropyl-9-methoxy-1,2,3,4,4a,5-hexahydrobenzo[b]pyrazino[1,2-d][1,4]oxazin-8-yl)amino)-7H-pyrrolo[2,3-d]pyrimidin-4-yl)amino)phenyl)dimethylphosphine oxide C(C)(C)N1C[C@H]2N(C3=C(OC2)C=C(C(=C3)OC)NC=3N=C(C2=C(N3)NC=C2)NC2=C(C=CC=C2)P(C)(C)=O)CC1